2-Nitro-3-vinylphenol [N+](=O)([O-])C1=C(C=CC=C1C=C)O